2-benzyl-6-oxa-2-azaspiro[3.4]octane Hydrochloride salt Cl.C(C1=CC=CC=C1)N1CC2(C1)COCC2